COC1=C(COC2=CC=CC3=C2C(=NO3)NC=3C=NC=CC3)C=CC=C1 4-(2-methoxybenzyloxy)-3-(pyridin-3-ylamino)benzo[d]isoxazole